3-methyltetradec-5-en-1-yl acetate C(C)(=O)OCCC(CC=CCCCCCCCC)C